C(C(CCCC(=O)NN)C(=O)NN)C(=O)NN 1,2,5-pentanetricarbohydrazide